5-(2-chloro-4-methylphenyl)-1-(3-chlorobenzyl)-1H-benzo[d]imidazole-7-carboxylic acid methyl ester COC(=O)C1=CC(=CC2=C1N(C=N2)CC2=CC(=CC=C2)Cl)C2=C(C=C(C=C2)C)Cl